4-(4-((hexahydropyrrolo[3,4-c]pyrrol-2(1H)-yl)methyl)-3-(trifluoromethyl)phenyl)morpholine C1N(CC2C1CNC2)CC2=C(C=C(C=C2)N2CCOCC2)C(F)(F)F